C(C1=CC=CC=C1)OC(=O)N1CC2=C(C=CC(=C2CC1)Br)F 5-bromo-8-fluoro-3,4-dihydroisoquinoline-2(1H)-carboxylic acid benzyl ester